(((1R)-1-(2-cyano-3-(5,5-difluoro-2-azabicyclo[2.2.1]heptan-2-yl)-7-methylquinoxalin-5-yl)ethyl)amino)benzoic acid C(#N)C1=NC2=CC(=CC(=C2N=C1N1C2CC(C(C1)C2)(F)F)[C@@H](C)NC2=C(C(=O)O)C=CC=C2)C